C12(C(CCC(C1(C)C)C2)(C)CC(CC(=O)O)C)C21C(CCC(C2(C)C)C1)(C)C12C(CCC(C1(C)C)C2)C.C(CCCCCCCCCCCCCCCCC)NCCN monostearyl ethylenediamine Terpinyl-isovalerate